CC1(CC1)N1C(C2=C(C(=C1)C(=O)N)NC=C2)=O 5-(1-methylcyclopropyl)-4-oxo-1H,4H,5H-pyrrolo[3,2-c]Pyridine-7-carboxamide